N1C(=CC=C1)[SiH3] 2-pyrrolyl-silane